Cl.FC(OC=1C=C(C=CC1)[C@@H](C)N)(F)F (1R)-1-[3-(trifluoromethoxy)phenyl]Ethylamine hydrochloride